2-hydroxyl-ethyl methacrylate C(C(=C)C)(=O)OCCO